(2R,4R)-1-(3-chloro-2-fluorobenzyl)-4-((5-fluoro-6-((5-methyl-1H-pyrazol-3-yl)amino)-4-(morpholine-4-carbonyl)pyridin-2-yl)-methyl)-2-methylpiperidine ClC=1C(=C(CN2[C@@H](C[C@@H](CC2)CC2=NC(=C(C(=C2)C(=O)N2CCOCC2)F)NC2=NNC(=C2)C)C)C=CC1)F